1-(5-((4-bromo-6-fluoro-1-tosyl-1H-indol-5-yl)oxy)-2-fluorophenyl)propan-1-one BrC1=C2C=CN(C2=CC(=C1OC=1C=CC(=C(C1)C(CC)=O)F)F)S(=O)(=O)C1=CC=C(C)C=C1